C(C)(C)C1=C(C=CC=C1)N1C(NC(C2=C1NC(CC2=O)=O)=O)=O 1-(2-isopropylphenyl)pyrido[2,3-d]pyrimidine-2,4,5,7(1H,3H,6H,8H)-tetraone